C1(=CC=CC=C1)[C@H](C)NC[C@H]1CC12CCN(CC2)C(=O)OC(C)(C)C tert-butyl (1S)-1-([[(1S)-1-phenylethyl]amino]methyl)-6-azaspiro[2.5]octane-6-carboxylate